Cl.FC(F)(F)C=1C(=NC=CC1)N (trifluoromethyl)pyridin-2-amine hydrogen chloride